C1(CC1)CN1N=CC2=C1N(C(C(=C2)C2=CC1=C(OC(O1)(F)F)C=C2)=O)C2=CC=C(C=C2)OC(F)F 1-(cyclopropylmethyl)-5-(2,2-difluorobenzo[d][1,3]dioxol-5-yl)-7-(4-(difluoromethoxy)phenyl)-1,7-dihydro-6H-pyrazolo[3,4-b]pyridin-6-one